[N+]([O-])(=NC1=C(C=CC=C1)OC)C1=C(C=CC=C1)OC azoxyanisole